COC1=NN(C2=NC(=NC=C21)N2CC1(CN(C1)C1=CC(=NC=C1)C(F)(F)F)CC2)C2OCCCC2 methoxy-1-(tetrahydro-2H-pyran-2-yl)-6-(2-(2-(trifluoromethyl)pyridin-4-yl)-2,6-diazaspiro[3.4]octan-6-yl)-1H-pyrazolo[3,4-d]pyrimidine